ClC1=C(C=C2CCC(C2=C1)=O)C=1SC=C2C1N=CN(C2=O)CC2(CCN(CC2)C(CC(C(F)F)N2N=C(C=C2)F)=O)O 7-(6-chloro-1-oxo-2,3-dihydro-1H-inden-5-yl)-3-((1-(4,4-difluoro-3-(3-fluoro-1H-pyrazol-1-yl)butyryl)-4-hydroxypiperidin-4-yl)methyl)thieno[3,4-d]pyrimidin-4(3H)-one